((2-methylisoindolin-5-yl)methyl)benzamide CN1CC2=CC=C(C=C2C1)CC1=C(C(=O)N)C=CC=C1